N-Methoxy-N-methyl-2-[(S)-8-((R)-3-methyl-morpholin-4-yl)-6-oxo-2-trifluoromethyl-3,4-dihydro-2H,6H-pyrimido[1,2-a]-pyrimidin-1-yl]-acetamide CON(C(CN1C=2N(CC[C@H]1C(F)(F)F)C(C=C(N2)N2[C@@H](COCC2)C)=O)=O)C